N-(t-butoxycarbonyl)propylamine C(C)(C)(C)OC(=O)NCCC